(2S,4R)-N-(2-cyanocyclohexyl)-1-[(2R)-2-(4-cyclopropyltriazol-1-yl)-3,3-dimethyl-butanoyl]-4-hydroxy-pyrrolidine-2-carboxamide C(#N)C1C(CCCC1)NC(=O)[C@H]1N(C[C@@H](C1)O)C([C@@H](C(C)(C)C)N1N=NC(=C1)C1CC1)=O